C(C)O[Si](OCC)(OCC)CN1C2=C(CC1)C=CC=C2 1-(triethoxysilylmethyl)-2,3-dihydrobenzo[b]pyrrole